N1-(4-(tert-butyl)phenyl)-N3,N3-bis(4-isopropylphenyl)benzene-1,3-diamine C(C)(C)(C)C1=CC=C(C=C1)NC1=CC(=CC=C1)N(C1=CC=C(C=C1)C(C)C)C1=CC=C(C=C1)C(C)C